CC(C)CCC[C@@H](C)[C@H]1CC[C@H]2[C@@H]3CC=C4C[C@H](CC[C@]4(C)[C@H]3CC[C@]12C)OCCCCCCCCO[C@@H](CN(C)C)COCCCCCCCC\C=C/C\C=C/CCCCC (2S)-2-({8-[(3β)-cholest-5-en-3-yloxy]octyl}oxy)-N,N-dimethyl-3-[(9Z,12Z)-octadeca-9,12-dien-1-yl-oxy]propan-1-amine